1-[2-(3,5-dimethylpyrazol-1-yl)-6-[5-[(6-methylpyrazin-3-yl)amino]benzimidazol-1-yl]-3-pyridinyl]ethanone CC1=NN(C(=C1)C)C1=NC(=CC=C1C(C)=O)N1C=NC2=C1C=CC(=C2)NC=2C=NC(=CN2)C